tert-butyl (5S,7S)-2-acetamido-5,7-dimethyl-3-(thiazolo[4,5-c]pyridin-2-yl)-4,7-dihydrothieno[2,3-c]pyridine-6(5H)-carboxylate C(C)(=O)NC1=C(C2=C([C@@H](N([C@H](C2)C)C(=O)OC(C)(C)C)C)S1)C=1SC2=C(C=NC=C2)N1